COC(OC)N(C)C 1,1-Dimethoxy-N,N-dimethylmethylamine